(3-(1-amino-1,3-dihydrospiro[inden-2,4'-piperidin]-1'-yl)-6-(2-(pyrimidin-4-yl)vinyl)pyrazin-2-yl)methanol NC1C2=CC=CC=C2CC12CCN(CC2)C=2C(=NC(=CN2)C=CC2=NC=NC=C2)CO